1-cyclopropyl-4-(3-methoxy-3-oxopropanamido)-3-methyl-1H-pyrazole-5-carboxylic acid ethyl ester C(C)OC(=O)C1=C(C(=NN1C1CC1)C)NC(CC(=O)OC)=O